N-(azetidin-3-ylmethyl)-4-[4-[[3-[4-(difluoromethoxy)phenyl]imidazo[1,2-a]pyrazin-8-yl]amino]-2-methyl-benzoyl]piperazine-1-carboxamide formate C(=O)O.N1CC(C1)CNC(=O)N1CCN(CC1)C(C1=C(C=C(C=C1)NC=1C=2N(C=CN1)C(=CN2)C2=CC=C(C=C2)OC(F)F)C)=O